4-(6-bromoquinolin-4-yl)piperazine BrC=1C=C2C(=CC=NC2=CC1)N1CCNCC1